(S)-1-(5-((3-chloro-2-(3,5-dimethyl-1H-pyrazol-1-yl)pyridin-4-yl)thio)pyrazin-2-yl)-4'H,6'H-spiro[piperidine-4,5'-pyrrolo[1,2-b]pyrazol]-4'-amine ClC=1C(=NC=CC1SC=1N=CC(=NC1)N1CCC2([C@@H](C=3N(N=CC3)C2)N)CC1)N1N=C(C=C1C)C